FC(C1=C(C=NN1C1=NC=CC=C1C(F)(F)F)C(=O)O)(F)F 5-(trifluoromethyl)-1-(3-(trifluoromethyl)pyridin-2-yl)-1H-pyrazole-4-carboxylic acid